tert-butyl ((1r,4r)-4-((5-((E)-4-(2-chlorophenylsulfonamido)-2-methoxystyryl) pyrimidin-2-yl)amino)cyclohexyl)carbamate ClC1=C(C=CC=C1)S(=O)(=O)NC1=CC(=C(/C=C/C=2C=NC(=NC2)NC2CCC(CC2)NC(OC(C)(C)C)=O)C=C1)OC